FC1(CCN(CC1)C1=NC(=CC(=N1)NC(C1=C(C=C(C=C1)NS(=O)(=O)CCO)N1C[C@H]2C[C@]2(CC1)C)=O)C)F N-(2-(4,4-difluoropiperidin-1-yl)-6-methylpyrimidin-4-yl)-4-((2-hydroxyethyl)sulfonamido)-2-((1S,6S)-6-methyl-3-azabicyclo[4.1.0]heptane-3-yl)benzamide